C[N+](C)(C)[C@@H](CC1=CN=C(N1)[Se])C(=O)[O-] The molecule is a histidine derivative that is N(alpha),N(alpha),N(alpha)-trimethyl-L-histidine substituted by a selenoxo group at position 2 on the imidazole ring. A selenium-containing antioxidant found in tuna blood. It has a role as a fungal metabolite, a marine metabolite and an antioxidant. It is an amino-acid betaine and a L-histidine derivative.